ClC=1C=C2C=C(NC2=CC1C1=NC=C(N=C1)OC)CNC([C@@H](C)OC(F)F)=O N-{[5-chloro-6-(5-methoxy-2-pyrazinyl)-2-indolyl]methyl}(R)-2-difluoromethoxypropionamide